N=1C(C=C2C1C=CC=C2)=O 2-benzopyrrolone